N1-(3-fluorophenethyl)-N2-((S)-7-(3-((R)-3-hydroxypyrrolidin-1-yl)prop-1-yn-1-yl)-5-methyl-4-oxo-2,3,4,5-tetrahydrobenzo[b][1,4]oxazepin-3-yl)oxalamide FC=1C=C(CCNC(C(=O)N[C@@H]2C(N(C3=C(OC2)C=CC(=C3)C#CCN3C[C@@H](CC3)O)C)=O)=O)C=CC1